ClC1(N=CC=C(N1[C@H](C)\C=C\S(=O)(=O)C)C(F)(F)F)C(=O)N 2-chloro-3-((R,E)-4-(methylsulfonyl)but-3-en-2-yl)-4-(trifluoromethyl)pyrimidine-2-carboxamide